The molecule is the open chain form of D-fructose 6-phosphate. It derives from a D-fructose. It is a conjugate acid of a D-fructose 6-phosphate(2-). C([C@H]([C@H]([C@@H](C(=O)CO)O)O)O)OP(=O)(O)O